C(C)(C)(C)OC(=O)N1CC(C(CC1)CN1CCN(CC1)C(=O)OCC1=CC=CC=C1)(F)F Benzyl 4-{[1-(tert-butoxycarbonyl)-3,3-difluoropiperidin-4-yl]methyl}piperazine-1-carboxylate